(3aS,6S,6aS)-6-((tert-butyldimethylsilyl)oxy)tetrahydrofuro[3,2-b]furan-3(2H)-one [Si](C)(C)(C(C)(C)C)O[C@H]1CO[C@H]2[C@@H]1OCC2=O